C(C)(C)(C)OC(N(C)CC1OCCC=2C(=CC3=C(C12)OCO3)Br)=O ((5-bromo-6,9-dihydro-7H-[1,3]dioxolo[4,5-H]isochromen-9-yl)methyl)(methyl)carbamic acid tert-butyl ester